4-amino-4-(pyridin-4-yl)piperidine-1-carboxylic acid tert-butyl ester C(C)(C)(C)OC(=O)N1CCC(CC1)(C1=CC=NC=C1)N